5-(3-amino-1H-pyrazol-1-yl)-2-((3-(4-chlorophenethyl)-1,2,4-oxadiazol-5-yl)methyl)-4-methylpyridazin-3(2H)-one NC1=NN(C=C1)C1=C(C(N(N=C1)CC1=NC(=NO1)CCC1=CC=C(C=C1)Cl)=O)C